1-(2,3-difluorobenzyl)-3-(4-(trifluoromethyl)pyridin-2-yl)-1,3,8-triazaspiro[4.5]decane-2,4-dione hydrochloride Cl.FC1=C(CN2C(N(C(C23CCNCC3)=O)C3=NC=CC(=C3)C(F)(F)F)=O)C=CC=C1F